FC(C(=O)N(C)C[C@H](C)O)(F)F 2,2,2-trifluoro-N-[(2S)-2-hydroxypropyl]-N-methyl-acetamide